cis-N-(4-chloro-3-(1-methyl-1H-1,2,4-triazol-3-yl)phenyl)-1-(2-(2-cyanoacetyl)hydrazinecarbonyl)-3-methyl-6-azabicyclo[3.1.1]heptane-6-carboxamide ClC1=C(C=C(C=C1)NC(=O)N1C2CC(CC1(C2)C(=O)NNC(CC#N)=O)C)C2=NN(C=N2)C